COC(=O)C1=CNC=C1CC(=O)OC 4-(2-methoxy-2-oxo-ethyl)pyrrole-3-carboxylic acid methyl ester